[N+](=O)([O-])C1=CC=C(C=C1)OCC1(CC1)C(F)(F)F 1-nitro-4-((1-(trifluoromethyl)cyclopropyl)methoxy)benzene